5-[(1,1-dioxido-4-thiomorpholinyl)methyl]-2-phenyl-N-(tetrahydro-2H-pyran-4-yl)-1H-indole-7-Amine O=S1(CCN(CC1)CC=1C=C2C=C(NC2=C(C1)NC1CCOCC1)C1=CC=CC=C1)=O